SC1=C(C2=C(C(=C3C(=C(C4=C(C(=C5C(=C(C6=CC=C1C=1C2=C3C4=C5C16)Cl)Cl)Cl)Cl)[Si](Cl)(Cl)Cl)[Si](Cl)(Cl)Cl)S)S)S tetramercapto-bis(trichlorosilyl)tetrachlorocoronene